methyl 6-(4-(tert-butyl) phenyl)-5-(dimethylamino)-2-methylnicotinate C(C)(C)(C)C1=CC=C(C=C1)C1=NC(=C(C(=O)OC)C=C1N(C)C)C